CC(=O)O[C@@H]1C[C@@H]2[C@](C=CC(=O)C2(C)C)([C@@H]3[C@@]1(C4=CC[C@H]([C@@]4(CC3)C)C5=COC=C5)C)C The molecule is a tetracyclic triterpenoid that is 4,4,8-trimethylandrosta-1,14-diene substituted by an oxo group at position 3, an acetoxy group at position 7 and a furan-3-yl group at position 17. Isolated from Azadirachta indica, it exhibits antiplasmodial and antineoplastic activities. It has a role as an antineoplastic agent, an antiplasmodial drug and a plant metabolite. It is an acetate ester, a cyclic terpene ketone, a member of furans, a limonoid and a tetracyclic triterpenoid.